2-((1-ethylcyclooctyl)oxycarbonyl)ethyltrimethoxysilane C(C)C1(CCCCCCC1)OC(=O)CC[Si](OC)(OC)OC